O1CCOCC1.[K] potassium 1,4-dioxane